7-(3,4-difluorophenoxy)-8-methoxychroman-4-amine FC=1C=C(OC2=CC=C3C(CCOC3=C2OC)N)C=CC1F